O=C1CC[C@@H]2CC[C@@H](CN12)C(=O)O Trans-3-oxooctahydroindolizine-6-carboxylic acid